2-bromo-1-(difluoromethyl)-4-fluorobenzene BrC1=C(C=CC(=C1)F)C(F)F